C(C1=CC=CC=C1)OC1CC(C1)C1=C(NC=2N=CC=3C=CC(=CC3C21)C=2C=NN(C2)C)[Si](C)(C)C 1-(3-(benzyloxy)cyclobutyl)-8-(1-methyl-1H-pyrazol-4-yl)-2-(trimethylsilyl)-3H-pyrrolo[2,3-c]isoquinoline